C(C)(C)(C)OC(=O)N[C@H](C)C=1C=C(OCC(=O)OCC)C=CC1 (R)-ethyl 2-(3-(1-(tert-butoxycarbonylamino)ethyl)phenoxy)acetate